C(C)C1=NN(C2=C1C(NCC1(CCOCC1)C2)=O)C[C@H](COC(C2=CC=C(C=C2)C(F)(F)F)=O)C 4-(Trifluoromethyl)benzoic acid [(2R)-3-(3-ethyl-4-oxo-spiro[6,8-dihydro-5H-pyrazolo[4,3-c]azepin-7,4'-tetrahydropyran]-1-yl)-2-methyl-propyl] ester